N-methyl-dicyclohexylamine CN(C1CCCCC1)C1CCCCC1